C1(=CC=CC=C1)S(=O)(=O)\C(=C/CNC(=O)C=1C(NC=2CCCCC2C1)=O)\F N-[(2Z)-3-(benzenesulfonyl)-3-fluoroprop-2-en-1-yl]-2-oxo-1,2,5,6,7,8-hexahydroquinoline-3-carboxamide